C(CC)C=1OCCN1 2-propyl-2-oxazolin